C(C)(=O)OCNC(CCCCCN1C(C2=CC=CC=C2C1=O)=O)=O (6-(1,3-dioxoisoindolin-2-yl)hexanamido)methyl acetate